Butyl (2S,4S)-2-((5-chloro-2,4-difluorophenyl)(methyl)aminocarbonyl)-4-hydroxy-4-methylpyrrolidine-1-carboxylate ClC=1C(=CC(=C(C1)N(C(=O)[C@H]1N(C[C@@](C1)(C)O)C(=O)OCCCC)C)F)F